2-(5-(3-methylureido)-2',4'-dioxo-2,3-dihydrospiro[indene-1,5'-oxazolidine]-3'-yl)acetic acid CNC(NC=1C=C2CCC3(C(N(C(O3)=O)CC(=O)O)=O)C2=CC1)=O